[Cl-].[Cl-].[CH-]1C=CC=C1.[CH-]1C=CC=C1.[Fe+2] ferrocene dichloride